butyl 14-(1-(2,6-dioxopiperidin-3-yl)-3-methyl-2-oxo-2,3-dihydro-1H-benzo[d]imidazol-5-yl)-3,6,9,12-tetraoxatetradecan-1-oate O=C1NC(CCC1N1C(N(C2=C1C=CC(=C2)CCOCCOCCOCCOCC(=O)OCCCC)C)=O)=O